Methyl pyrazine-2-carboxylate N1=C(C=NC=C1)C(=O)OC